C(CC)N(C(C)=O)CCC N,N-dipropyl-acetamide